triglycidyl-silane C(C1CO1)[SiH](CC1CO1)CC1CO1